4-((2-chloropyrimidin-4-yl)oxy)-3,5-dimethylbenzaldehyde ClC1=NC=CC(=N1)OC1=C(C=C(C=O)C=C1C)C